1-(2-hydroxy-2-methylpropyl)-1H-pyrazole-4-carboxylic acid ethyl ester C(C)OC(=O)C=1C=NN(C1)CC(C)(C)O